(1-Phenylethyl)benzamide C1(=CC=CC=C1)C(C)C1=C(C(=O)N)C=CC=C1